ClC1=NC=CC(=C1F)OC(F)F 2-Chloro-4-difluoromethoxy-3-fluoropyridine